2-(4-amino-2-(2-((4-(trifluoromethyl)phenyl)amino)pyrimidin-4-yl)phenyl)acetic acid NC1=CC(=C(C=C1)CC(=O)O)C1=NC(=NC=C1)NC1=CC=C(C=C1)C(F)(F)F